COC=1C=C(C(=O)NC=2SC=CC2C(=O)N)C=CC1OC 2-(3,4-Dimethoxybenzamido)thiophene-3-carboxamide